C(C1=CC=CC=C1)OC(=O)N1[C@H]([C@@](C[C@H]1C)(CO)N)CO[C@@H]1CC[C@@H](CC1)C1=CC=CC=C1 (2R,3S,5R)-3-amino-3-(hydroxymethyl)-5-methyl-2-({[(cis)-4-phenylcyclohexyl]oxy}methyl)pyrrolidine-1-carboxylic acid benzyl ester